ClC1=NC(=NC(=N1)C(C)(C)F)N 4-chloro-6-(1-fluoro-1-methylethyl)-1,3,5-triazin-2-amine